tert-butyl (R)-(2-(4-(6-(6-(2-(3-fluorophenyl)pyrrolidin-1-yl)imidazo[1,2-b]pyridazin-3-yl)pyridin-2-yl)piperazin-1-yl)ethyl)carbamate FC=1C=C(C=CC1)[C@@H]1N(CCC1)C=1C=CC=2N(N1)C(=CN2)C2=CC=CC(=N2)N2CCN(CC2)CCNC(OC(C)(C)C)=O